tridecyl-3,5-di-tert-butyl-4-hydroxybenzyl thioacetate C(C)(=S)OC(C1=CC(=C(C(=C1)C(C)(C)C)O)C(C)(C)C)CCCCCCCCCCCCC